2-(3-chlorophenyl)-1-(4-fluorophenyl)-2-methylpropyl (4-methyl-1-oxo-1-((1-oxo-3-(2-oxopyrrolidin-3-yl)propan-2-yl)amino)pentan-2-yl)carbamate CC(CC(C(NC(C=O)CC1C(NCC1)=O)=O)NC(OC(C(C)(C)C1=CC(=CC=C1)Cl)C1=CC=C(C=C1)F)=O)C